NCCCCCCNCCC[Si](OC)(OC)OC [3-(6-aminohexyl-amino)propyl]trimethoxysilane